5-(tert-butyl)-3-(2-iodobenzyl)-3H-[1,2,3]triazolo[4,5-b]pyridin-7(4H)-one C(C)(C)(C)C1=CC(C2=C(N1)N(N=N2)CC2=C(C=CC=C2)I)=O